9-(4-fluoro-2-methylphenyl)-7-((2-imino-3-methyl-2,3-dihydro-1H-imidazol-1-yl)methyl)-4-((4-methylpyridin-2-yl)methyl)-3,4-dihydrobenzo[f][1,4]oxazepin-5(2H)-one FC1=CC(=C(C=C1)C1=CC(=CC=2C(N(CCOC21)CC2=NC=CC(=C2)C)=O)CN2C(N(C=C2)C)=N)C